NC1=C(OC=2C=CC=3C(OC(C4=CC=CC2C34)=O)=O)C=CC(=C1)C(C)(C)C 6-(2-amino-4-(tert-butyl)phenoxy)-1h,3h-benzo[de]isochromene-1,3-dione